1,1-dimethyl-3-[3-(trifluoromethyl)phenyl]urea CN(C(=O)NC1=CC(=CC=C1)C(F)(F)F)C